FC1=CC=C(C=C1)\C(=C/[Si](C)(C)C)\B1OC(C(O1)(C)C)(C)C (Z)-(2-(4-fluorophenyl)-2-(4,4,5,5-tetramethyl-1,3,2-dioxaborolan-2-yl)vinyl)trimethylsilane